C(C)(C)(C)OC(=O)N[C@@H](CC1=CN(C=N1)C(=O)OC(C)(C)C)C(=O)O N,N'-di-t-butoxycarbonyl-L-histidine